[N+](=O)([O-])C1=CC=C(C=C1)C1(NC2=CC=CC=C2C1=O)CC1=NC2=CC=CC=C2C=C1 2-(4-nitrophenyl)-2-(2-quinolylmethyl)indolin-3-one